5-(4-fluorophenyl)-1-(1-methyl-1H-pyrazol-3-yl)-4-oxo-1,4-dihydropyridine-3-carboxylic acid FC1=CC=C(C=C1)C=1C(C(=CN(C1)C1=NN(C=C1)C)C(=O)O)=O